CN(C)CC1=CC(=C(C(=C1)CN(C)C)O)CN(C)C tris(2,4,6-dimethylaminomethyl)phenol